CC1=CC=C(C=C1)S(=O)(=O)O (2S,3R)-p-toluenesulfonic acid